C(C)(C)(C)OC(=O)N1CCC(CC1)COCC1CCNCC1 4-((piperidin-4-ylmethoxy)methyl)piperidine-1-carboxylic acid tert-butyl ester